1-(1-naphthylmethyl)piperazine C1(=CC=CC2=CC=CC=C12)CN1CCNCC1